3-((tert-butoxycarbonyl)amino)bicyclo[1.1.1]pentane C(C)(C)(C)OC(=O)NC12CC(C1)C2